(S)-4-(7-fluoro-imidazo[1,2-a]pyridin-3-yl)-7-((6-(((2-hydroxy-ethyl)(meth-yl)amino)methyl)-5-(tetrahydrofuran-3-yl)pyridin-2-yl)amino)isoindolin-1-one FC1=CC=2N(C=C1)C(=CN2)C2=C1CNC(C1=C(C=C2)NC2=NC(=C(C=C2)[C@H]2COCC2)CN(C)CCO)=O